C(C)(=O)OC1=C(C=CC=C1)C1C2C=CC(C1)C2 bicyclo[2.2.1]hept-5-en-2-yl-phenyl acetate